C1(CC1)C1=C(C(=CC=C1)OCOC)C1=C(C=C2C(=NC(=NC2=C1)OC[C@]12CCCN2C[C@@H](C1)F)N1[C@@H](CN(CC1)C(=O)OC(C)(C)C)C)F tert-butyl (3R)-4-(7-(2-cyclopropyl-6-(methoxymethoxy)phenyl)-6-fluoro-2-(((2R,7aS)-2-fluorotetrahydro-1H-pyrrolizin-7a(5H)-yl)methoxy)quinazolin-4-yl)-3-methylpiperazine-1-carboxylate